aluminum tris(dihydrogen phosphate) P(=O)(O)(O)[O-].P(=O)(O)(O)[O-].P(=O)(O)(O)[O-].[Al+3]